C(=O)(OC(C)(C)C)N1CC=2C=C(C=NC2CC1)N1C(C2=C(CC1)C(=NN2C2=CC(=CC=C2)Cl)C(=O)O)=O 6-(6-Boc-7,8-dihydro-5H-1,6-naphthyridin-3-yl)-1-(3-chlorophenyl)-7-oxo-4,5-dihydropyrazolo[3,4-c]pyridine-3-carboxylic acid